FC(OC1=CC=C(C=C1)S(=O)(=O)N1CC2=C(C1)CN(C2)C(=O)NCC2=NOC(=C2)C)F 5-[4-(Difluoromethoxy)benzenesulfonyl]-N-[(5-methyl-1,2-oxazol-3-yl)methyl]-1H,2H,3H,4H,5H,6H-pyrrolo[3,4-c]pyrrole-2-carboxamide